5,5'-dimethoxy-3,3'-diaminobiphenyl COC=1C=C(C=C(C1)C1=CC(=CC(=C1)OC)N)N